N-(3-(4-fluorophenyl)propyl)-1-(1-methyl-1H-pyrazolo[3,4-d]pyrimidin-4-yl)piperidin-4-amine FC1=CC=C(C=C1)CCCNC1CCN(CC1)C1=C2C(=NC=N1)N(N=C2)C